2-(aminomethyl)-6-fluoropyridin-3-amine NCC1=NC(=CC=C1N)F